2-cyclohexyl-acetic acid C1(CCCCC1)CC(=O)O